α-Naphthaleneacetic Acid C1(=CC=CC2=CC=CC=C12)CC(=O)O